2-(3-(7-chloro-6-(3'-fluoro-4'-methyl-[1,1'-biphenyl]-4-yl)-2-oxo-1,2-dihydroquinolin-3-yl)phenyl)acetic acid ethyl ester C(C)OC(CC1=CC(=CC=C1)C=1C(NC2=CC(=C(C=C2C1)C1=CC=C(C=C1)C1=CC(=C(C=C1)C)F)Cl)=O)=O